(S)-1-(5-chloro-3-fluoropyridin-2-yl)-4-(4-fluoro-3-methylbenzyl)-3-(oxetan-3-yl)piperazine-2,5-dione ClC=1C=C(C(=NC1)N1C([C@@H](N(C(C1)=O)CC1=CC(=C(C=C1)F)C)C1COC1)=O)F